calcium ethyl-hexanesulfonate salt C(C)OS(=O)(=O)CCCCCC.[Ca]